FC1=C(C=CC(=C1)OC)C(CC1=CC=CC2=CC=CC(=C12)O)=O 1-(2-fluoro-4-methoxyphenyl)-2-(8-hydroxynaphthalen-1-yl)ethan-1-one